1,4-bis(3,5-di-t-butyl-4-hydroxybenzyl)-2,3,5,6-tetramethylbenzene C(C)(C)(C)C=1C=C(CC2=C(C(=C(C(=C2C)C)CC2=CC(=C(C(=C2)C(C)(C)C)O)C(C)(C)C)C)C)C=C(C1O)C(C)(C)C